(S)-6-(4-(3-(5-Methylfuran-3-yl)isoxazolidine-2-carbonyl)piperidin-1-yl)pyrimidine-4-carbonitrile CC1=CC(=CO1)[C@H]1N(OCC1)C(=O)C1CCN(CC1)C1=CC(=NC=N1)C#N